3,5-bis(2,2-difluorocyclopropyl)benzonitrile FC1(C(C1)C=1C=C(C#N)C=C(C1)C1C(C1)(F)F)F